6-amino-4-(2-(dimethylamino)ethoxy)nicotinonitrile NC1=NC=C(C#N)C(=C1)OCCN(C)C